4-amino-1-[(2R,4S,5R)-4-benzyloxy-5-[[tert-butyl(diphenyl)silyl]oxymethyl]-5-vinyl-tetrahydrofuran-2-yl]-5-fluoro-pyrimidin-2-one NC1=NC(N(C=C1F)[C@@H]1O[C@]([C@H](C1)OCC1=CC=CC=C1)(C=C)CO[Si](C1=CC=CC=C1)(C1=CC=CC=C1)C(C)(C)C)=O